2,6-dichloro-8-methyl-9H-purin ClC1=NC(=C2N=C(NC2=N1)C)Cl